ClC=1C(=C(C(=CC1)F)[C@@H](NC(=O)[C@H]1C[C@H]([C@H](C1)NC=1N=NC=CC1)O)C12CCC(CC1)(C2)F)F (1R,3R,4S)-N-((S)-(3-chloro-2,6-difluorophenyl)(4-fluorobicyclo[2.2.1]heptan-1-yl)methyl)-3-hydroxy-4-(pyridazin-3-ylamino)cyclopentane-1-carboxamide